Methyl 3-hydroxy-2-(4-methoxyphenyl)propanoate OCC(C(=O)OC)C1=CC=C(C=C1)OC